1,2,4,5-tetrakis(4-formylphenyl)-3,6-xylene C(=O)C1=CC=C(C=C1)C1=C(C(=C(C(=C1C)C1=CC=C(C=C1)C=O)C1=CC=C(C=C1)C=O)C)C1=CC=C(C=C1)C=O